FC1=CC=C(CNC2=CC=C(C(=N2)N2CCOCC2)NC(CC2=CC(=CC=C2)C(F)(F)F)=O)C=C1 N-[6-(4-Fluoro-benzylamino)-2-morpholin-4-yl-pyridin-3-yl]-2-(3-trifluoromethyl-phenyl)-acetamide